FC1=C(C(=CC=C1)C)N1CCC(CC1)N1C(N(C=2C(C1)=CN(N2)C[C@@H]2NCC2)CC2=C(C=CC=C2)C(F)(F)F)=O (R)-2-[5-[1-(2-Fluoro-6-methyl-phenyl)-piperidin-4-yl]-6-oxo-7-(2-trifluoromethyl-benzyl)-4,5,6,7-tetrahydro-pyrazolo[3,4-d]pyrimidin-2-ylmethyl]-azetidin